tert-butyl N-[2-(4-{2-[(4-{[6-(5-chloro-2-fluorophenyl)-3-methylpyridazin-4-yl]amino}pyridin-2-yl)carbamoyl]ethyl}piperazin-1-yl)ethyl]carbamate ClC=1C=CC(=C(C1)C1=CC(=C(N=N1)C)NC1=CC(=NC=C1)NC(=O)CCN1CCN(CC1)CCNC(OC(C)(C)C)=O)F